C5-iodouridine lithium (2R,3R)-1-((R)-tert-butylsulfinyl)-3-cyclopropylaziridine-2-carboxylate C(C)(C)(C)[S@@](=O)N1[C@H]([C@H]1C1CC1)C(=O)[O-].[Li+].IC=1C(NC(N([C@H]2[C@H](O)[C@H](O)[C@@H](CO)O2)C1)=O)=O